4-((4-(hydroxymethyl)piperidin-1-yl)methyl)-N-(1-(4-methoxyphenyl)-9-methyl-9H-pyrido[3,4-b]indol-3-yl)benzamide OCC1CCN(CC1)CC1=CC=C(C(=O)NC2=CC3=C(N(C4=CC=CC=C34)C)C(=N2)C2=CC=C(C=C2)OC)C=C1